N1C(=CC=C1)C1N(CCCC1)N pyrryl-piperidineamine